CC1=CC2=C(N=C(N=C2NC2CC3CCC(C2)N3CCC#N)NC3=NNC(=C3)C)N1 3-((3-exo)-3-((6-methyl-2-((5-methyl-1H-pyrazol-3-yl)amino)-7H-pyrrolo[2,3-d]pyrimidin-4-yl)amino)-8-azabicyclo[3.2.1]oct-8-yl)propionitrile